FC(C1=NC=CC=C1SC=1N=C2C(=NC1)NC(=N2)N2CCC(CCC2)N)(F)F 1-(5-((2-(trifluoromethyl)pyridin-3-yl)thio)-1H-imidazo[4,5-b]pyrazin-2-yl)azepan-4-amine